N-(2-chloro-3-((3,5-dimethyl-4-oxo-3,4-dihydroquinazolin-6-yl)amino)-4-fluorophenyl)furan-2-sulfonamide ClC1=C(C=CC(=C1NC=1C(=C2C(N(C=NC2=CC1)C)=O)C)F)NS(=O)(=O)C=1OC=CC1